3-phthalidyl phosphonate P(OC1OC(=O)C2=CC=CC=C12)([O-])=O